C(C)(C)C1=NN(C(C2=C1NC=1C=CC=CC21)=O)CC(=O)NC2=NC=NC=C2 2-(4-isopropyl-1-oxopyridazino[4,5-b]indol-2(1H)-yl)-N-(pyrimidin-4-yl)acetamide